NC(C(C)S)C 3-Amino-2-butanthiol